ClC=1C=C(C=NC1)S(=O)(=N)C1=CC=C(C(=O)OC)C=C1 methyl 4-[(5-chloro-3-pyridyl) sulfonimidoyl]benzoate